C(C)(C)(C)OC(NC=1C=CC=2N(C1)N=C(N2)C2=C(C=CC=C2)CCCC)=O [2-(2-butylphenyl)[1,2,4]triazolo[1,5-a]pyridin-6-yl]carbamic acid tert-butyl ester